OC1=CC=CC2=CC=C(C=C12)C(=O)O 4-hydroxy-6-naphthoic acid